FC1=C(C=CC(=C1)F)C1=NC(=NC2=NC(=C(N=C12)C)C)[C@@H]1C[C@@H](OCC1)C1=NC(=CC=C1)OC 4-(2,4-difluorophenyl)-2-((2R,4S)-2-(6-methoxypyridin-2-yl)tetrahydro-2H-pyran-4-yl)-6,7-dimethylpteridine